C(C)(C)N1C(N(C2=C1C=C(C=C2)C(=O)NC2(CCS(CC2)(=O)=O)C)C2=CC(=CC=C2)S(=O)(=O)C)=O 3-isopropyl-N-(4-methyl-1,1-dioxidotetrahydro-2H-thiopyran-4-yl)-1-(3-(methylsulfonyl)phenyl)-2-oxo-2,3-dihydro-1H-benzo[d]imidazole-5-carboxamide